[2-(hydroxymethyl)-4-methyl-3-pyridinyl]Methanol OCC1=NC=CC(=C1CO)C